tert-butyl 2-(6-(2,2,2-trifluoroethyl) cinnolin-4-yl)-2,7-diazaspiro[3.5]nonane-7-carboxylate FC(CC=1C=C2C(=CN=NC2=CC1)N1CC2(C1)CCN(CC2)C(=O)OC(C)(C)C)(F)F